Nitrogen Dioxide Sulfur [S].[N+](=O)[O-]